3-(3-(methylsulfonyl)phenyl)-5-methyl-pyrazol-4-ol CS(=O)(=O)C=1C=C(C=CC1)C1=NNC(=C1O)C